FC1=C2C(=CN=C1N1CCNCC1)NC(=C2C(C)C)C=2C(=C(C=1N(C2)N=CN1)C)C 6-(4-fluoro-3-isopropyl-5-(piperazin-1-yl)-1H-pyrrolo[2,3-c]pyridin-2-yl)-7,8-dimethyl-[1,2,4]triazolo[1,5-a]pyridine